OC1(CC1)C1=NNC(=N1)C1CC2(CN(C2)C(=O)N2CC3(C2)CC(C3)S(=O)(=O)C3=CC(=CC=C3)OC(F)(F)F)C1 [6-[3-(1-hydroxycyclopropyl)-1H-1,2,4-triazol-5-yl]-2-azaspiro[3.3]heptan-2-yl]-[6-[3-(trifluoromethoxy)phenyl]sulfonyl-2-azaspiro[3.3]heptan-2-yl]methanone